N-{[6-(1,3,3a-triaza-5-indenyl)-5-chloro-2-indolyl]methyl}acetamide N=1C=NN2C=C(C=CC12)C1=C(C=C2C=C(NC2=C1)CNC(C)=O)Cl